2-(4-fluoro-2-methylphenoxy)-4-methoxybenzamide FC1=CC(=C(OC2=C(C(=O)N)C=CC(=C2)OC)C=C1)C